Triisopropyl-(4-nitrobenzyloxy)silane methyl-2-(3-bromo-1H-pyrazolo[3,4-b]pyridin-1-yl)-2-methylpropanoate COC(C(C)(C)N1N=C(C=2C1=NC=CC2)Br)=O.C(C)(C)[Si](OCC2=CC=C(C=C2)[N+](=O)[O-])(C(C)C)C(C)C